trans-4-(aminomethyl)cyclohexan-1-ol NC[C@@H]1CC[C@H](CC1)O